ethoxyl-propynyl alcohol O(CC)CC#CO